2-bromo-1-(1-methyl-1H-benzo[d]imidazol-2-yl)ethan-1-one BrCC(=O)C1=NC2=C(N1C)C=CC=C2